FC(=C)CC1=NC=CC=C1 (Z)-2-fluoro-3-(pyridin-2-yl)propen